C3,4-methylenepiperidine C1C2CNCCC21